OC(CN1CCC(CC1)NC1=C2C=C(N(C2=CC=C1)CC(F)(F)F)C#CCNC1=C(C=C(C(=O)O)C=C1)OC)CO 4-((3-(4-((1-(2,3-dihydroxypropyl)piperidin-4-yl)amino)-1-(2,2,2-trifluoroethyl)-1H-indol-2-yl)prop-2-yn-1-yl)amino)-3-methoxybenzoic acid